N-{(4aR,6R)-5,5-difluoro-2-[6-(methoxymethyl)-4-(2,4,6-trifluorophenyl)-1,2-benzoxazol-3-yl]-1-oxooctahydropyrrolo[1,2-c]pyrimidin-6-yl}ethanesulfonamide FC1([C@@H](CN2C(N(CC[C@@H]21)C2=NOC1=C2C(=CC(=C1)COC)C1=C(C=C(C=C1F)F)F)=O)NS(=O)(=O)CC)F